ClC=1N=C(NC1[C@H]1[C@H](CN(CC1)S(=O)(=O)C=1C=NC=CC1)C)C1=[N+](C=C(C=C1)F)[O-] 2-[4-Chloro-5-[(3R,4R)-3-methyl-1-(3-pyridylsulfonyl)-4-piperidyl]-1H-imidazol-2-yl]-5-fluoro-1-oxido-pyridin-1-ium